COC(\C(=C\OC)\C1=C(C=CC=C1)COC1=NC(=NC(=C1)C(F)(F)F)NC1=C(C=C(C=C1)Cl)Cl)=O (E)-2-[2-[[2-(2,4-dichlorophenylamino)-6-(trifluoromethyl)pyrimidin-4-yl]oxymethyl]phenyl]-3-methoxyprop-2-enoic acid methyl ester